N-methyl-dioctylaminium C[NH+](CCCCCCCC)CCCCCCCC